CC=1C=CC2=C(N(C(=N2)C2=CC=C(C=C2)[N+](=O)[O-])CCCC2=CC=CC=C2)C1 6-Methyl-2-(4-nitrophenyl)-1-(3-phenylpropyl)-1H-benzo[d]imidazole